BrC1=CC=C(C(=C1C(=O)C1CCN(CC1)C(=O)OC(C)(C)C)F)NC(C(F)(F)F)=O tert-butyl 4-[6-bromo-2-fluoro-3-(2,2,2-trifluoroacetamido)benzoyl]piperidine-1-carboxylate